trans-tert-butyl (2-(hydroxymethyl)cyclobutyl)carbamate OC[C@H]1[C@@H](CC1)NC(OC(C)(C)C)=O